[2-[(2-carboxyethyl)amino]-2-oxoethyl]phenylpropionic acid C(=O)(O)CCNC(CC(C(=O)O)(C)C1=CC=CC=C1)=O